tert-butyl 3-[[(1S)-1-[(5,5-dimethyl-2-oxo-pyrrolidin-3-yl)methyl]-2-methoxy-2-oxo-ethyl]carbamoyl]-2-azaspiro[4.5]decane-2-carboxylate CC1(CC(C(N1)=O)C[C@@H](C(=O)OC)NC(=O)C1N(CC2(C1)CCCCC2)C(=O)OC(C)(C)C)C